2-chloro-N1-(4-methoxyphenyl)-N1,5-dimethylbenzene-1,3-diamine ClC1=C(C=C(C=C1N)C)N(C)C1=CC=C(C=C1)OC